N-(4-(4-amino-7-(cyclopropylmethyl)-7H-pyrrolo[2,3-d]pyrimidin-5-yl)phenyl)-2-oxo-1-phenyl-2,4,5,6-tetrahydro-1H-pyrrolo[1,2-b]pyrazole-3-carboxamide NC=1C2=C(N=CN1)N(C=C2C2=CC=C(C=C2)NC(=O)C2=C1N(N(C2=O)C2=CC=CC=C2)CCC1)CC1CC1